(piperidin-1-yl)ethan-1-amine N1(CCCCC1)C(C)N